6-[[3-(trifluorometh-yl)-1H-1,2,4-triazol-5-yl]methyl]-2-aza-spiro[3.3]heptane FC(C1=NNC(=N1)CC1CC2(CNC2)C1)(F)F